FC1=CC=C(C=C1)SC=1C=C(C=O)C=CC1 3-(p-fluorophenylmercapto)benzaldehyde